tert-Butyl (S)-(1-((1-(5-(benzhydrylamino)pyridin-2-yl)-2,2,2-trifluoroethyl)(methyl)carbamoyl)cyclopropyl)carbamate C(C1=CC=CC=C1)(C1=CC=CC=C1)NC=1C=CC(=NC1)[C@@H](C(F)(F)F)N(C(=O)C1(CC1)NC(OC(C)(C)C)=O)C